CCCSCCSCCSCCC 4,7,10-trithiatridecane